O1C=NC=C1CNC(N)=O 3-(oxazol-5-ylmethyl)urea